(S)-N-(3-(1-((2-ethyl-2H-pyrazolo[3,4-b]pyrazin-6-yl)amino)ethyl)phenyl)-2-(5-fluoropyridin-2-yl)acetamide C(C)N1N=C2N=C(C=NC2=C1)N[C@@H](C)C=1C=C(C=CC1)NC(CC1=NC=C(C=C1)F)=O